C(C)O[Si]1(N(CCC1)CCCC[Si](OCC)(OCC)OCC)C 2-ethoxy-2-methyl-1-(4-triethoxysilylbutyl)-1-aza-2-silacyclopentane